C[N+](CCCCCCCCCCCCCCCCCCCC)(C)C(CCS(=O)(=O)[O-])C 3-(N,N-dimethyl-N-eicosylammonio)-3-methylpropane-1-sulfonate